6-[3-(2-fluoroanilino)-7,8-dihydro-5H-1,6-naphthyridin-6-yl]-5-methyl-pyridine FC1=C(NC=2C=NC=3CCN(CC3C2)C2=C(C=CC=N2)C)C=CC=C1